ClC1=C(C(=O)NC2=C(C=CC(=C2)S(F)(F)(F)(F)F)S(=O)(=O)C)C(=CC=C1)Cl 2,6-dichloro-N-(2-(methylsulfonyl)-5-(pentafluorosulfanyl)phenyl)benzamide